CN(CCN1CCN(CC1)C1=C(C=C(C(=C1)F)C=1C=NC(=NC1)N1CCOCC1)NC(=O)C1=CNC(C=C1C(F)(F)F)=O)C N-[2-[4-[2-(dimethylamino)ethyl]piperazin-1-yl]-4-fluoro-5-(2-morpholin-4-ylpyrimidin-5-yl)phenyl]-6-oxo-4-(trifluoromethyl)-1H-pyridine-3-carboxamide